1-(5-((5-chloro-4-(2,4-difluorophenyl)pyrimidin-2-yl)amino)pyridin-3-yl)pyrrolidin-2-one ClC=1C(=NC(=NC1)NC=1C=C(C=NC1)N1C(CCC1)=O)C1=C(C=C(C=C1)F)F